C(C)(=O)OC(C(=O)N1C2CC(C(C1CC=1C(=C(C=CC1)C1=CC(=CC(=C1)F)F)F)=O)(C2)F)(C)C 1-{5-fluoro-4-oxo-3-[(2,3',5'-trifluoro[biphenyl]-3-yl)methyl]-2-azabicyclo[3.1.1]heptan-2-yl}-2-methyl-1-oxopropan-2-yl acetate